N1CCC(CC1)OC(=O)N1C(C(NCC1)=O)C1=CC(=CC=C1)C=1C(=C2C(=NC1)NC=C2C2CC2)Cl (3-(4-chloro-3-cyclopropyl-1H-pyrrolo[2,3-b]pyridin-5-yl)phenyl)-3-oxopiperazine-1-carboxylic acid piperidin-4-yl ester